4-amino-8-(1,3-dimethylpyrazol-4-yl)-N-isobutyl-1-methyl-2-oxo-quinoline-3-carboxamide NC1=C(C(N(C2=C(C=CC=C12)C=1C(=NN(C1)C)C)C)=O)C(=O)NCC(C)C